C(C)C1=NN(C(=C1)N)C1=CC=CC=C1 ethyl-1-phenyl-1H-pyrazol-5-amine